7-(2,8-dimethylimidazo[1,2-b]Pyridazin-6-yl)thiazolo[3,2-a]Pyrimidin-5-one CC=1N=C2N(N=C(C=C2C)C=2N=C3N(C(C2)=O)C=CS3)C1